CC1=CC=C(C=C1)SC1=CC=C(C(=O)C2=CC=CC=C2)C=C1 4-(4-methylphenyl-thio)-benzophenone